O[C@@H]1C[C@H](N(C1)C([C@H](C(C)(C)C)NC(CCCCCCCC(=O)OC)=O)=O)C(N[C@@H](C)C1=CC=C(C=C1)C1=C(N=CS1)C)=O methyl 9-(((S)-1-((2S,4R)-4-hydroxy-2-(((S)-1-(4-(4-methylthiazol-5-yl)phenyl)ethyl)carbamoyl)pyrrolidin-1-yl)-3,3-dimethyl-1-oxobutan-2-yl)amino)-9-oxononanoate